C1(CCC1)C(=O)N1CC2N(C(C1)C2)C(\C=C\CN(C)C)=O (E)-1-(3-(cyclobutanecarbonyl)-3,6-diazabicyclo[3.1.1]heptan-6-yl)-4-(dimethylamino)but-2-en-1-one